ClC1=CC=C(C=C1)NC=1C=NC=CC1NC(=O)C1=NC=C(N=C1)NC1CCOCC1 N-{3-[(4-Chlorophenyl)amino]pyridin-4-yl}-5-[(oxan-4-yl)amino]pyrazine-2-carboxamide